8-bromo-N-(2,4-dimethoxybenzyl)-7-fluoroimidazo[1,5-a]quinoxaline-4-amine BrC1=C(C=C2N=C(C=3N(C2=C1)C=NC3)NCC3=C(C=C(C=C3)OC)OC)F